(1S,2S)-2-fluoro-N-[3-(2-methoxy-4-methylpyridin-3-yl)-1-[[2-(trimethylsilyl)ethoxy]methyl]pyrrolo[2,3-b]pyridin-6-yl]cyclopropane-1-carboxamide F[C@@H]1[C@@H](C1)C(=O)NC1=CC=C2C(=N1)N(C=C2C=2C(=NC=CC2C)OC)COCC[Si](C)(C)C